C(C)O[Si]1(N(CCC1)CCCC[Si](OC)(OC)OC)C 2-ethoxy-2-methyl-1-(4-trimethoxysilylbutyl)-1-aza-2-silacyclopentane